NC1=NC=CC(=N1)C(=O)NC=1C=NC(=CC1)C 2-amino-N-(6-methylpyridin-3-yl)pyrimidine-4-carboxamide